CN(C(CNC(C(C)C)=O)=O)CC(NC(CC1=NC=CC=C1)C1=CC=CC=C1)=O N-(2-(methyl(2-oxo-2-((2-(2-pyridyl)-1-(phenyl)ethyl)amino)ethyl)amino)-2-oxoethyl)isobutyramide